copper ammonium salt [NH4+].[Cu+2]